CC=1C=C(OC1C)C=C1C(CC(CC1=O)(C)C)=O 2-[(4,5-dimethyl-2-furyl)methylene]-5,5-dimethylcyclohexane-1,3-dione